NC(CO)(CO)C=1N=NN(C1)CCCCCCC 2-amino-2-(1-heptyl-1H-1,2,3-triazol-4-yl)-1,3-propanediol